Tert-butyl (1-methyl-5-(1-methyl-1H-pyrazol-4-yl)-4-oxo-4,5-dihydro-1H-pyrrolo[3,2-c]pyridin-3-yl)carbamate CN1C=C(C=2C(N(C=CC21)C=2C=NN(C2)C)=O)NC(OC(C)(C)C)=O